2H-2,4a-methanonaphthalen C=1C2C=CC3(C=CC=CC13)C2